[Si](C)(C)(C(C)(C)C)ON1[C@@H]2CC[C@H](N(C1=O)C2)C(NC(C2=CC=C(C=C2)C#N)=O)=N N-(((2S,5R)-6-((tert-butyldimethylsilyl)oxy)-7-oxo-1,6-diazabicyclo[3.2.1]octan-2-yl)(imino)methyl)-4-cyanobenzamide